OC[C@@H]1CN(C[C@@H](C1)NC=1C2=C(N=CN1)N(C=C2)C(C2=CC=CC=C2)(C2=CC=CC=C2)C2=CC=CC=C2)C(=O)OC(C)(C)C tert-butyl (3S,5R)-3-(hydroxymethyl)-5-((7-trityl-7H-pyrrolo[2,3-d]pyrimidin-4-yl)amino)piperidine-1-carboxylate